bis(4-amino-1,2,5-oxadiazol-3-yl)amine NC=1C(=NON1)NC1=NON=C1N